N-((3r,4S,6r)-4-azido-6-((S)-1-(4-fluorophenyl)-1,2,3,4-tetrahydroisoquinoline-2-carbonyl)tetrahydro-2H-pyran-3-yl)-N-methylpropanamide N(=[N+]=[N-])[C@@H]1[C@H](CO[C@H](C1)C(=O)N1[C@H](C2=CC=CC=C2CC1)C1=CC=C(C=C1)F)N(C(CC)=O)C